4-[2-[2-[4-[(3R,5R)-5-[(6-Bromo-5-oxo-thiazolo[3,2-a]pyrimidin-7-yl)amino]-1-methyl-3-piperidyl]phenoxy]ethoxy]ethoxy]-2-(2,6-dioxo-3-piperidyl)isoindoline-1,3-dione BrC1=C(N=C2N(C1=O)C=CS2)N[C@@H]2C[C@@H](CN(C2)C)C2=CC=C(OCCOCCOC1=C3C(N(C(C3=CC=C1)=O)C1C(NC(CC1)=O)=O)=O)C=C2